OC=1C=C(C=CC1O)C=1OC2=CC(=CC(=C2C(C1O[C@@H]1O[C@@H]([C@H]([C@@H]([C@H]1O)O)O)CO)=O)O)O 2-(3,4-dihydroxyphenyl)-5,7-dihydroxy-3-[(2S,3R,4S,5S,6R)-3,4,5-trihydroxy-6-(hydroxymethyl)oxan-2-yl]oxychromen-4-one